1-(4-methoxyphenyl)-3-phenethylthiourea COC1=CC=C(C=C1)NC(=S)NCCC1=CC=CC=C1